O\N=C\C1=CC=C(O1)C=O (E)-5-((hydroxyimino)methyl)furan-2-formaldehyde